ClC1=CC=C(C=C1)N1N=C2C(=NN=C(C2=C1C)C)N1CCC(CC1)C(=O)NCCN1CCOCC1 1-(2-(4-chlorophenyl)-3,4-dimethyl-2H-pyrazolo[3,4-d]pyridazin-7-yl)-N-(2-morpholinoethyl)piperidine-4-carboxamide